N-(2-methylphenyl)-5-{2-[(2-methylphenyl)carbamoyl]-1,3-dioxo-2,3-dihydro-1H-indene-5-carbonyl}-1,3-dioxo-2,3-dihydro-1H-indene-2-carboxamide CC1=C(C=CC=C1)NC(=O)C1C(C2=CC=C(C=C2C1=O)C(=O)C=1C=C2C(C(C(C2=CC1)=O)C(NC1=C(C=CC=C1)C)=O)=O)=O